1-(2-fluoro-5-nitrophenyl)ethanone FC1=C(C=C(C=C1)[N+](=O)[O-])C(C)=O